CC1=C(C=CC=C1)CCS(=O)(=O)N(C)C 2-(2-methylphenyl)-N,N-dimethylaminosulfonyl-ethane